3-(4-(4-(dibutoxymethyl)piperidin-1-yl)-5-fluoro-2-methoxyphenyl)-2-(3-fluoro-2-hydroxyphenyl)-7-oxa-2-azaspiro[3.5]nonan-1-one C(CCC)OC(C1CCN(CC1)C1=CC(=C(C=C1F)C1N(C(C12CCOCC2)=O)C2=C(C(=CC=C2)F)O)OC)OCCCC